N-(6-(5-Chlorothiazol-2-yl)isoquinolin-3-yl)-2-(4-methylpiperazin-1-yl)Isonicotinamide ClC1=CN=C(S1)C=1C=C2C=C(N=CC2=CC1)NC(C1=CC(=NC=C1)N1CCN(CC1)C)=O